6-chloroquinolin-4-yl triflate O(S(=O)(=O)C(F)(F)F)C1=CC=NC2=CC=C(C=C12)Cl